NC=1C=C2CCN(C2=CC1)C(C)=O 1-(5-Aminoindolin-1-yl)ethan-1-one